C(C)(C)(C)OC(CCCCCCCCC(=O)O)=O sebacic acid mono-tert-butyl ester